CN1C(=NC(=C1)C(F)(F)F)C1CCC(CC1)CO ((1R,4R)-4-(1-methyl-4-(trifluoromethyl)-1H-imidazol-2-yl)cyclohexyl)methanol